NC1=NNC(C2=C1N(N=C2C2CN(CC2)C(C#CC)=O)C2=CC=C(C=C2)OC2=C(C=CC=C2F)F)=O 7-amino-3-(1-(but-2-ynoyl)pyrrolidin-3-yl)-1-(4-(2,6-difluorophenoxy)phenyl)-1,5-dihydro-4H-pyrazolo[3,4-d]pyridazin-4-one